10-Hydroxy-9,10-dihydro-9-oxa-10-phosphaphenanthrene-10-oxide OP1(OC2=CC=CC=C2C=2C=CC=CC12)=O